S(=O)(=O)(OO)[O-].[Cr+3].OOS(=O)(=O)[O-].OOS(=O)(=O)[O-] chromium (hydroxy) sulfate